C12(CC3CC(CC(C1)C3)C2)NCC=2N=C(SC2)C(=O)NC2=CC(=CC=C2)N2C(NC(CC2)=O)=O 4-(((adamantan-1-yl)amino)methyl)-N-(3-(2,4-dioxotetrahydropyrimidin-1(2H)-yl)phenyl)thiazole-2-carboxamide